methyl (S)-2-((tert-butoxycarbonyl)amino)-2-(3-ethyladamantan-1-yl)acetate C(C)(C)(C)OC(=O)N[C@H](C(=O)OC)C12CC3(CC(CC(C1)C3)C2)CC